(2,4-dibromophenyl)aminium hexachloroantimonate Cl[Sb-](Cl)(Cl)(Cl)(Cl)Cl.BrC1=C(C=CC(=C1)Br)[NH3+]